[N+](=O)([O-])C=1C=CC=C2C=C(NC12)C=1OC=NN1 2-(7-nitryl-1H-indol-2-yl)-1,3,4-oxadiazole